(2S)-2-amino-3-(indazol-1-yl)propanoic acid N[C@H](C(=O)O)CN1N=CC2=CC=CC=C12